(R)-6-(2-(ethoxymethoxy)-4-(prop-1-yn-1-yl)phenyl)-5-methyl-N-(1-methylpiperidin-3-yl)-1,2,4-triazin-3-amine C(C)OCOC1=C(C=CC(=C1)C#CC)C1=C(N=C(N=N1)N[C@H]1CN(CCC1)C)C